(S)-1-[(R)-2-(di-tert-butylphosphino)ferrocenyl]ethyldiphenylphosphine C(C)(C)(C)P(C=1[C-](C=CC1)[C@H](C)P(C1=CC=CC=C1)C1=CC=CC=C1)C(C)(C)C.[CH-]1C=CC=C1.[Fe+2]